F\C(=C/C1=CC=C(C(=C1N1CC2(CCC1)CCN(CC2)C(=O)OC(C)(C)C)C(F)(F)F)OCC[Si](C)(C)C)\B2OC(C(O2)(C)C)(C)C tert-butyl (Z)-2-(6-(2-fluoro-2-(4,4,5,5-tetramethyl-1,3,2-dioxaborolan-2-yl)vinyl)-2-(trifluoromethyl)-3-(2-(trimethylsilyl)ethoxy)phenyl)-2,9-diazaspiro[5.5]undecane-9-carboxylate